5-bromo-2,4-dimethyl-4-(selenocyanatomethyl)isoquinoline-1,3(2H,4H)-dione BrC1=C2C(C(N(C(C2=CC=C1)=O)C)=O)(C[Se]C#N)C